FC(COC=1C(=CC2=C(N=C(N=C2N[C@H](C)C2=C(C(=CC=C2)C(F)F)F)C)N1)N1CC(C1)(C(=O)[O-])C)F (R)-1-(7-(2,2-Difluoroethoxy)-4-((1-(3-(difluoromethyl)-2-fluorophenyl)ethyl)amino)-2-methylpyrido[2,3-d]pyrimidin-6-yl)-3-methylazetidine-3-carboxylate